8-chloro-5-(5-fluoro-3-pyridinyl)-1-tetrahydropyran-2-yl-6-tetrahydropyran-4-yl-pyrazolo[4,3-g]Isoquinoline ClC1=NC(=C(C2=CC3=C(C=C12)N(N=C3)C3OCCCC3)C=3C=NC=C(C3)F)C3CCOCC3